N=1C=NN2C1C=C(C=C2)OC2=C(C=C(C=C2)NC2=NC=NN1C2=C(C=C1)C(=O)[O-])C 4-((4-([1,2,4]triazolo[1,5-a]pyridin-7-yloxy)-3-methylphenyl)amino)pyrrolo[2,1-f][1,2,4]-triazine-5-carboxylate